6-{1H-imidazo[4,5-c]pyridin-1-yl}pyridine-3-carbaldehyde N1(C=NC=2C=NC=CC21)C2=CC=C(C=N2)C=O